C1(=C(C(=CC=C1)C(=O)[O-])C(=O)[O-])C(=O)[O-] 1,2,3-benzenetricarboxylate